ClC1=C(C=C(C=C1)NC([C@H](CCNCC(C)C)NC(=O)[C@H]1N(CC2=CC=CC=C2C1)C(CCC(C1=CC=CC=C1)=O)=O)=O)C (S)-N-((S)-1-((4-chloro-3-methylphenyl)amino)-4-(isobutylamino)-1-oxobutan-2-yl)-2-(4-oxo-4-phenylbutanoyl)-1,2,3,4-tetrahydroisoquinoline-3-carboxamide